N1(CCCCCC1)C[SiH2]C(OCC)OCC (1-hexamethyleneimino)methyl(diethoxy)methylsilane